1-((2-Fluoro-6-(trifluoromethyl)phenyl(hydroxyimino)methyl)piperidin-4-yl)-1,3-dihydro-2H-benzo[d]imidazol-2-one FC1=C(C(=CC=C1)C(F)(F)F)C(=NO)N1CCC(CC1)N1C(NC2=C1C=CC=C2)=O